COC[C@@H]1N(CCC1)C(CC=1N=C(N(C1)C1=CC=CC=C1)NC(C1=CC(=CC=C1)C=1C=NNC1)=O)=O (R)-N-(4-(2-(2-(methoxymethyl)pyrrolidin-1-yl)-2-oxoethyl)-1-phenyl-1H-imidazol-2-yl)-3-(1H-pyrazol-4-yl)benzamide